C(C)(=O)N1[C@H]([C@@H]([C@H](C2=CC(=CC=C12)F)NC1=C(C#N)C=CC=N1)C)C1CC1 2-(((2S,3R,4R)-1-acetyl-2-cyclopropyl-6-fluoro-3-methyl-1,2,3,4-tetrahydroquinolin-4-yl)amino)nicotinonitrile